4-fluoro-N-{[3-fluoro-4-(propan-2-yl)phenyl](phenyl)methyl}-1-[2-(pyridazin-4-yl)acetyl]pyrrolidine-2-carboxamide FC1CC(N(C1)C(CC1=CN=NC=C1)=O)C(=O)NC(C1=CC=CC=C1)C1=CC(=C(C=C1)C(C)C)F